(+-)-ibuprofen CC(C)CC1=CC=C(C=C1)C(C)C(=O)O